COC(=O)C1=CC(C(C1)C1=CC=C(C=C1)F)(C#N)C#N 3,3-dicyano-4-(4-fluorophenyl)-cyclopent-1-ene-1-carboxylic acid methyl ester